3-tert-Butyl-4-methoxypyridine C(C)(C)(C)C=1C=NC=CC1OC